(trifluoro)boron FB(F)F